ClC=1C=C(NC=2C3=C(N=CN2)C=CC(=N3)N3CCN(CC3)C(C=C)=O)C=CC1Cl 1-[4-[4-(3,4-dichloroanilino)pyrido[3,2-d]pyrimidin-6-yl]piperazin-1-yl]prop-2-en-1-one